isodecyl isodecanoate C(CCCCCCC(C)C)(=O)OCCCCCCCC(C)C